ClC=1C=C(OCC(=O)NC)C=C(C1CC1=CC(=C(C=C1)O)C(C)C)C(C)C 2-(3-chloro-4-(4-hydroxy-3-isopropylbenzyl)-5-isopropylphenoxy)-N-methylacetamide